C1(=CC=CC=C1)C=1C(=NC=CC1)C(C)(C)C1=NC=CC=C1C1=CC=CC=C1 bis(phenylpyridinyl)propane